ClC=1C=C(C=C(C1)Cl)C1=CC(=CC(=C1)CN1CCCCC1)CN1CCCCC1 r-((3',5'-dichloro-[1,1-biphenyl]-3,5-diyl)bis(methylene))dipiperidine